C(C)(C)(C)OC(=O)N1CC2=C(CC1)N(C(=N2)C(=O)N2CCC1=C(C=CC=C21)Br)C 2-(4-bromo-2,3-dihydro-1H-indole-1-carbonyl)-1-methyl-1,4,6,7-tetrahydro-5H-imidazo[4,5-c]Pyridine-5-carboxylic acid tert-butyl ester